NC=1C=CC=C2C(N(CC12)C1C(NC(CC1)=O)=O)=O 3-(7-amino-3-oxo-1H-isoindol-2-yl)piperidin-2,6-dione